cis-6-(5-(2-([2,2'-bipyrimidin]-5-yl)cyclopropyl)-2,3-difluorophenyl)-2-oxa-6-azaspiro[3.3]heptane N1=C(N=CC(=C1)[C@@H]1[C@@H](C1)C=1C=C(C(=C(C1)N1CC2(COC2)C1)F)F)C1=NC=CC=N1